2-Hydroxy-2-methyloctanoic acid OC(C(=O)O)(CCCCCC)C